tetrahydropyrrolo[1,2-a]pyrazine-6-carboxamide C1C=2N(CCN1)C(=CC2)C(=O)N